5-(2,3-di-chlorophenyl)-6-methyl-2-{3-oxo-3H-spiro[1-benzofuran-2,4'-piperidine]-1'-yl}pyrimidine-4-carbonitrile ClC1=C(C=CC=C1Cl)C=1C(=NC(=NC1C)N1CCC2(CC1)OC1=C(C2=O)C=CC=C1)C#N